(cis)-di-tert-Butyl 1-methyl-6-oxohexahydropyrrolo[3,2-c]pyrazole-2,4-dicarboxylate CN1N(C[C@H]2[C@@H]1C(CN2C(=O)OC(C)(C)C)=O)C(=O)OC(C)(C)C